methyl 1-((1r,4r)-4-methoxycyclohexyl)-2-oxo-1,2-dihydropyridine-3-carboxylate COC1CCC(CC1)N1C(C(=CC=C1)C(=O)OC)=O